The molecule is a 2-oxo monocarboxylic acid anion. It derives from a valerate. It is a conjugate base of a 5-guanidino-2-oxopentanoic acid. C(CC(=O)C(=O)[O-])CN=C(N)N